2,5-hexanediamine CC(CCC(C)N)N